3-methylhexane-1,6-diol CC(CCO)CCCO